3-(m-tolyl)-5,6-dihydropyridazin C1(=CC(=CC=C1)C=1N=NCCC1)C